C(C1=CC=CC=C1)N1CC(C(CC1)=O)(F)F 1-benzyl-3,3-difluoropiperidin-4-one